3-[3-[fluoro-(4-methyl-1,2,4-triazol-3-yl)methyl]oxetan-3-yl]aniline FC(C1(COC1)C=1C=C(N)C=CC1)C1=NN=CN1C